CC1CN(CC(O1)C)C(CCC)=O 1-(2,6-dimethylmorpholin-4-yl)butan-1-one